C[Si]1(O[Si](O[Si](O[Si](O1)(CCCOCC1CO1)C)(CCCOCC1CO1)C)(CCCOCC1CO1)C)CCCOCC1CO1 2,4,6,8-Tetramethyl-2,4,6,8-tetrakis[3-(glycidoxy)propyl]cyclotetrasiloxan